N-(2-[6-bromo-5-methyl-3H-imidazo[4,5-b]pyridin-2-yl]ethyl)-7-(5-methyl-1,2,4-oxadiazol-3-yl)isoquinolin-1-amine BrC=1C=C2C(=NC1C)NC(=N2)CCNC2=NC=CC1=CC=C(C=C21)C2=NOC(=N2)C